4-ethyl-N-(1-methyl-4-piperidyl)pyrrolidin-3-carboxamid C(C)C1C(CNC1)C(=O)NC1CCN(CC1)C